(2R,3S,5S)-4-[[3-(2,4-difluoro-3-methyl-phenyl)-5-methyl-5-(trifluoromethyl)tetrahydrofuran-2-carbonyl]amino]pyridine-2-carboxamide FC1=C(C=CC(=C1C)F)[C@H]1[C@@H](O[C@@](C1)(C(F)(F)F)C)C(=O)NC1=CC(=NC=C1)C(=O)N